CC(C(O)C1=NC=C(C=C1)N1CCN(CC1)C1=CC=C(C=C1)B1OC(C(O1)(C)C)(C)C)C 2-methyl-1-(5-(4-(4-(4,4,5,5-tetramethyl-1,3,2-dioxaborolan-2-yl)phenyl)piperazin-1-yl)pyridin-2-yl)propan-1-ol